[K+].C(CC(=O)[O-])(=O)OCC monoethyl malonate potassium salt